C1=C(C=C(C(=C1F)C(F)(F)F)F)Br 3,5-difluoro-4-trifluoromethylbromobenzene